C1(CC2C(CC1)O2)COC(CCCCC(=O)OCC2CC1C(CC2)O1)=O bis((3,4-epoxycyclohexyl)methyl)adipate